7,9-dimethoxy-10H-[1,3]dioxolo[4,5-b]xanthene COC=1C=C2OC=3C=C4C(=CC3CC2=C(C1)OC)OCO4